2-chloro-N-[3-oxo-2-(2,2,2-trifluoroethyl)isoxazolidin-4-yl]-5-[(2S)-2-(trifluoromethylsulfonylamino)propoxy]pyridine-3-carboxamide ClC1=NC=C(C=C1C(=O)NC1C(N(OC1)CC(F)(F)F)=O)OC[C@H](C)NS(=O)(=O)C(F)(F)F